methyl 2-(bis(3-methoxybenzyl) amino)-5-methylthiazole-4-carboxylate COC=1C=C(CN(C=2SC(=C(N2)C(=O)OC)C)CC2=CC(=CC=C2)OC)C=CC1